C(C)N1C(NC2=CC(=CC=C2C1=S)CN1C2CN(CC1CC2)C=2C=CC(=NC2F)C(=O)NC)=O 5-(8-((3-ethyl-2-oxo-4-thioxo-1,2,3,4-tetrahydroquinazolin-7-yl)methyl)-3,8-diazabicyclo[3.2.1]octan-3-yl)-6-fluoro-N-methylpicolinamide